2-(5-Benzo[1,3]dioxol-5-yl-2-tert-butyl-3H-imidazol-4-yl)-6-methylpyridine hydrochloride hydrate O.Cl.O1COC2=C1C=CC(=C2)C2=C(NC(=N2)C(C)(C)C)C2=NC(=CC=C2)C